N(C(=N)N)C(C[C@H](C[N+](C)(C)C)O)=O (R)-4-guanidino-2-hydroxy-N,N,N-trimethyl-4-oxobutan-1-aminium